3-(2-(8-Azabicyclo[3.2.1]octan-8-yl)acetyl)-2,5-dimethyl-1H-pyrrol C12CCCC(CC1)N2CC(=O)C2=C(NC(=C2)C)C